BrC1=CN(C2=NC=C(N=C21)OC2CN(CC2)C(=O)OC(C)(C)C)COCC[Si](C)(C)C tert-butyl 3-((7-bromo-5-((2-(trimethylsilyl)ethoxy)methyl)-5H-pyrrolo[2,3-b]pyrazin-2-yl)oxy)pyrrolidine-1-carboxylate